[Li+].CNS(=O)(=O)C1=CC(=NC(=C1)C(F)(F)F)C(=O)[O-] 4-(N-methylsulfamoyl)-6-(trifluoromethyl)picolinic acid lithium salt